C(#N)C(C)C=1C=C(C(=O)O)C=CC1 3-(1-cyanoethyl)benzoic acid